CC=1OC(=C(N1)C1=C(C=CC=C1)C)C1=CC=CC=C1 2-Methyl-5-phenyl-4-(o-tolyl)oxazole